CC1(OB(OC1(C)C)C1=CCC(CC1)N1CCOCC1)C 4-(4-(4,4,5,5-tetramethyl-1,3,2-dioxaborolan-2-yl)cyclohex-3-enyl)morpholine